3-[4-(2-hydroxyethoxy)phenyl]prop-2-en-1-one OCCOC1=CC=C(C=C1)C=CC=O